(4-(1-isopropyl-2-(trifluoromethyl)-1H-benzimidazol-4-yl)phenyl)(morpholin-4-yl)methanone C(C)(C)N1C(=NC2=C1C=CC=C2C2=CC=C(C=C2)C(=O)N2CCOCC2)C(F)(F)F